benzyl 2-[(4-bromo-2-pyridinyl) oxy]-7-azaspiro[3.5]nonane-7-carboxylate BrC1=CC(=NC=C1)OC1CC2(C1)CCN(CC2)C(=O)OCC2=CC=CC=C2